CN1[C@H](CCC1)C(C(=O)O)=C R-(1-methylpyrrolidine-2-yl)acrylic acid